(4S)-3-[(2S)-2-({[(9H-fluoren-9-yl)methoxy]carbonyl}amino)-3-phenylpropanoyl]-2,2-dimethyl-1,3-oxazolidine-4-carboxylic acid C1=CC=CC=2C3=CC=CC=C3C(C12)COC(=O)N[C@H](C(=O)N1C(OC[C@H]1C(=O)O)(C)C)CC1=CC=CC=C1